methoxyazetidine-3-carbonitrile CON1CC(C1)C#N